COC=1C=C(C=CC1OC)CCN 2-(3,4-dimethoxyphenyl)ethan-1-amine